C1(=CC=C(C(=C1)O)C)C(C)C Cymene-5-ol